6,15-bis(trifluoromethyl)-19-oxa-3,4,13,18-tetraazatricyclo[12.3.1.12,5]nonadeca-1(18),2,4,9,14,16-hexa-ene FC(C1C2=NN=C(C=3C=CC(=C(NCCC=CCC1)N3)C(F)(F)F)O2)(F)F